FC(COP(=O)(OCC(F)(F)F)OCC(F)(F)F)(F)F tris-(2,2,2-trifluoroethyl)-phosphate